FC([C@H](CC)N)(F)F (S)-1,1,1-Trifluorobutan-2-amine